C1(=C(C=CC2=CC=CC=C12)OCCOC1=C(C2=CC=CC=C2C=C1)C1=C(C=CC2=CC=CC=C12)OCCO)C1=C(C=CC2=CC=CC=C12)OCCOC1=C(C2=CC=CC=C2C=C1)C1=C(C=CC2=CC=CC=C12)OCCO 2,2'-[[1,1'-binaphthalene]-2,2'-diylbis(oxyethane-2,1-diyloxy[1,1'-binaphthalene]-2',2-diyloxy)]di(ethan-1-ol)